N-[1-(5-{2-[1-aminoethyl]phenyl}thiophen-2-yl)ethyl]-6,7-dimethoxy-2-methylquinazolin-4-amine NC(C)C1=C(C=CC=C1)C1=CC=C(S1)C(C)NC1=NC(=NC2=CC(=C(C=C12)OC)OC)C